COC1=C(C(=C(C(=C1)C)S(=O)(=O)NC1=C(C=CC=C1)C#CC=1C=CC(=NC1)C(=O)O)C)C 5-{2-[2-(4-methoxy-2,3,6-trimethyl-benzenesulfonamido)phenyl]ethynyl}-pyridine-2-carboxylic acid